7-(2,3-dihydro-1H-imidazo[1,2-b]pyrazol-6-yl)-2-[3-(5-fluoro-6-methyl-2-pyridyl)-1H-pyrazol-4-yl]-1,5-naphthyridine N1CCN2N=C(C=C21)C2=CN=C1C=CC(=NC1=C2)C=2C(=NNC2)C2=NC(=C(C=C2)F)C